4-(4-ethylcyclohexyl)-4'-(Trifluoromethoxy)biphenyl C(C)C1CCC(CC1)C1=CC=C(C=C1)C1=CC=C(C=C1)OC(F)(F)F